ClC=1C(=C(OC2CCC(CC2)CN2N=C(C3=C2CCC3)C(=O)N3C[C@H](O[C@H](C3)C)C)C=CC1)C (1-((4-(3-chloro-2-methylphenoxy)cyclohexyl)methyl)-1,4,5,6-tetrahydrocyclopenta[c]pyrazol-3-yl)((2R,6S)-2,6-dimethylmorpholino)methanone